C(C=C)(=O)OC1=CC=2C(C3=CC=CC=C3SC2C=C1)=O 2-(acryloyloxy)thioxanthone